C(C)(C)(C)N(C(O)=O)[C@@H]1CN(CCC1)CC1=CC=C(C=C1)Cl.C[C@H]1CN(CCN1)C(=O)C=1NC(=CN1)C=1C=NN(C1)C1=CC=CC=C1 (3S)-3-methyl-1-[5-(1-phenyl-1H-pyrazol-4-yl)-1H-imidazole-2-carbonyl]piperazine tert-butyl-(S)-(1-(4-chlorobenzyl)piperidin-3-yl)carbamate